C(C(O)C)(=O)O.N[C@@H](CCCCN)C(=O)O.N[C@@H](CCCCN)C(=O)O.N[C@@H](CCCCN)C(=O)O trilysine lactate